C(#N)C1=CN=C2N1C(=CC(=C2)C=2N=NN(C2C)C2CCN(CC2)C(=O)OC(C)(C)C)OC(C)C=2C=NC=C(C2)OC tert-Butyl 4-[4-[3-cyano-5-[1-(5-methoxy-3-pyridyl)ethoxy]imidazo[1,2-a]pyridin-7-yl]-5-methyl-triazol-1-yl]piperidine-1-carboxylate